Cl.N1=CN=C(C2=C1NC=C2)N2CCSC(=C2)C(=O)N2C[C@@H](CCC2)N (R)-(4-(7H-pyrrolo[2,3-d]pyrimidin-4-yl)-3,4-dihydro-2H-1,4-thiazin-6-yl)(3-aminopiperidin-1-yl)methanone hydrochloride